FC1=CC=C(C(=C1C(=O)O)C)OC 6-fluoro-3-methoxy-2-methyl-benzoic acid